CN1N=C(C(=C1)C1=CC=C(OCC2=NC3=CC=CC=C3C=C2)C=C1)C1=CC=NC=C1 2-[4-(1-methyl-3-pyridin-4-yl-1H-pyrazol-4-yl)-phenoxymethyl]-quinoline